(1R,4R)-5-(2-methoxy-2-oxoethyl)-2,5-diazabicyclo[2.2.1]heptane-2-carboxylic acid tert-butyl ester C(C)(C)(C)OC(=O)N1[C@H]2CN([C@@H](C1)C2)CC(=O)OC